C(C)(C)(C)OC(N[C@@H]([C@@H](O)C1=CC(=CC(=C1)F)F)C)=O tert-Butyl((1S,2R)-1-(3,5-difluorophenyl)-1-hydroxypropan-2-yl)carbamate